CC1(CCNCC1)CN1CCC2(CC(C2)NC(OCC2=CC=CC=C2)=O)CC1 benzyl (7-((4-methylpiperidin-4-yl)methyl)-7-azaspiro[3.5]nonan-2-yl)carbamate